3-iodo-7-methyl-2,4,6,7-tetrahydro-5H-pyrazolo[4,3-c]pyridine-5-carboxylic acid tert-butyl ester C(C)(C)(C)OC(=O)N1CC=2C(C(C1)C)=NNC2I